(2S,3S,4R)-2-((3-chloro-2,4-difluorophenyl)carbamoyl)-3,4-dihydroxy-pyrrolidine-1-carboxylic acid tert-butyl ester C(C)(C)(C)OC(=O)N1[C@@H]([C@@H]([C@@H](C1)O)O)C(NC1=C(C(=C(C=C1)F)Cl)F)=O